5-amino-2-(1,6-dimethyl-1H-pyrazolo[3,4-b]pyridin-5-yl)-5-oxopentanoic acid tert-butyl ester C(C)(C)(C)OC(C(CCC(=O)N)C=1C=C2C(=NC1C)N(N=C2)C)=O